S(=O)(=O)(O)O.C(C)N1C=NC=C1 3-ethylimidazole hydrogen sulfate